1-[(1r,6s)-3-azabicyclo[4.1.0]hept-1-ylmethoxy]-7-(prop-2-yloxy)isoquinoline-6-carboxamide [C@@]12(CNCC[C@@H]2C1)COC1=NC=CC2=CC(=C(C=C12)OC(C)C)C(=O)N